ClC=1C=CC(=C(C1)O)C=1C=2N(C(=NN1)N[C@H]1CN(CCC1)C)C=CC2 5-chloro-2-(4-{[(3R)-1-methylpiperidin-3-yl]amino}pyrrolo[1,2-d][1,2,4]triazin-1-yl)phenol